3,3,4,4-tetrafluorocyclobutene FC1(C=CC1(F)F)F